(S,E)-N7-(1-(2-(Bicyclo[1.1.1]pentan-1-ylamino)-2-oxoethyl)-2-oxo-1,2-dihydropyridin-3-yl)-6-(2,5-dimethylfuran-3-carboxamido)-N1-phenylhept-2-enediamid C12(CC(C1)C2)NC(CN2C(C(=CC=C2)NC([C@H](CC/C=C/C(=O)NC2=CC=CC=C2)NC(=O)C2=C(OC(=C2)C)C)=O)=O)=O